tert-butyl-2-methyl-5-(4,4,5,5-tetramethyl-1,3,2-dioxaborolan-2-yl)-2,3,4,7-tetrahydroazepine C(C)(C)(C)C1(NCC=C(CC1)B1OC(C(O1)(C)C)(C)C)C